OC1=C(C(=O)O)C=C(C=C1)O L-2,5-dihydroxybenzoic acid